(R)-2-oxo-N-(1-(pyridin-4-yl)ethyl)indoline-5-carboxamide O=C1NC2=CC=C(C=C2C1)C(=O)N[C@H](C)C1=CC=NC=C1